C1(CCCC1)C=1C=C(C(=NC1)NC(C1=C(C=CC(=C1)[N+](=O)[O-])SC1=NN=NN1C=C)=O)F N-(5-cyclopentyl-3-fluoropyridin-2-yl)-2-[(1-ethenyl-1H-1,2,3,4-tetrazol-5-yl)sulfanyl]-5-nitrobenzamide